5-fluoro-N-(4-(piperidin-1-ylsulfonyl)benzyl)-6-(trifluoromethyl)-1H-indole-1-carboxamide FC=1C=C2C=CN(C2=CC1C(F)(F)F)C(=O)NCC1=CC=C(C=C1)S(=O)(=O)N1CCCCC1